N-{5-[4-(trifluoro-methoxy)phenyl]-1H-indol-3-yl}propanamide FC(OC1=CC=C(C=C1)C=1C=C2C(=CNC2=CC1)NC(CC)=O)(F)F